C(#N)C=1C=CC(=C(C1)C1=CC(=NC=C1C(=O)NC=1SC2=C(N1)CN(C2)S(=O)(=O)C=2C=NC=CC2)C)OC 4-(5-cyano-2-methoxyphenyl)-6-methyl-N-(5-(pyridin-3-ylsulfonyl)-5,6-dihydro-4H-pyrrolo[3,4-d]thiazol-2-yl)nicotinamide